Cl.C(C)S(=O)(=O)C=1C=C2CCNC(C2=CC1)C(=O)NC1=C(C=C(C=C1)C(C(F)(F)F)(C(F)(F)F)O)F 6-(ethylsulfonyl)-N-(2-fluoro-4-(1,1,1,3,3,3-hexafluoro-2-hydroxypropan-2-yl)phenyl)-1,2,3,4-tetrahydroisoquinoline-1-carboxamide hydrochloride